ethyl 5-(4-fluoro-3-(trifluoromethyl) benzyl)-4H-1,2,4-triazole-3-carboxylate FC1=C(C=C(CC=2NC(=NN2)C(=O)OCC)C=C1)C(F)(F)F